tert-butyl-1-(4-methoxyphenyl)-2-hydroxypyrene C(C)(C)(C)C=1C(=C(C2=CC=C3C=CC=C4C=CC1C2=C43)C4=CC=C(C=C4)OC)O